C12(C(C)(C)C(=C)C(CC1)C2)C=O campheneal